C(C)C=1C(NC=2C=C(C=NC2C1)CN1C[C@@H]2N(C3=C(NC2=O)N=C(C=C3)C(=O)NC)CC1)=O (S)-3-((7-Ethyl-6-oxo-5,6-dihydro-1,5-naphthyridin-3-yl)methyl)-N-methyl-5-oxo-2,3,4,4a,5,6-hexahydro-1H-pyrazino[1,2-a]pyrido[2,3-e]pyrazine-8-carboxamide